1-((1s,3s)-3-amino-1-methylcyclobutyl)-6-chloro-3,3-dimethyl-1,3-dihydro-2H-pyrrolo[3,2-b]pyridin-2-one NC1CC(C1)(C)N1C(C(C2=NC=C(C=C21)Cl)(C)C)=O